BrC=1C(=NC(=NC1)SC)NN 5-bromo-4-hydrazino-2-(methylthio)pyrimidine